5-{2-[5-Fluoro-2-(5-methoxychinolin-8-sulfonamido)phenyl]ethynyl}-3-methylpyridin FC=1C=CC(=C(C1)C#CC=1C=C(C=NC1)C)NS(=O)(=O)C=1C=CC(=C2C=CC=NC12)OC